OCCC1=NC(=NC(=N1)CCO)CCO tris-hydroxyethyl-s-triazine